[Si](C1=CC=CC=C1)(C1=CC=CC=C1)(C(C)(C)C)O[C@@H]1[C@@H](COC1)O (3R,4S)-4-((tert-butyldiphenylsilyl)oxy)tetrahydrofuran-3-ol